trans-2,2-dimethyl-N-(2-methylpiperidin-4-yl)-3-((3-(trifluoromethoxy)pyridin-2-yl)oxy)propanamide CC(C(=O)N[C@H]1C[C@@H](NCC1)C)(COC1=NC=CC=C1OC(F)(F)F)C